ClC1=C(C=C(C=C1)NC(=O)NN=C1C(NC2=CC=C(C=C12)C)=O)C(F)(F)F N-(4-chloro-3-(trifluoromethyl)phenyl)-2-(5-methyl-2-oxoindolin-3-ylidene)hydrazine-1-carboxamide